3'-methoxy-[1,1'-biphenyl]-4-carboxylate COC=1C=C(C=CC1)C1=CC=C(C=C1)C(=O)[O-]